C1(CCC(CCCCCCCC1)O)O 1,4-cyclododecanediol